2-((6-ethyl-2-(piperidin-4-yl)imidazo[2,1-b]thiazol-5-yl)(ethyl)amino)-4-(4-fluoroPhenyl)thiazole-5-carbonitrile C(C)C=1N=C2SC(=CN2C1N(C=1SC(=C(N1)C1=CC=C(C=C1)F)C#N)CC)C1CCNCC1